FC(C=1C=NC(=NC1)N)(F)F 5-(triFluoromethyl)pyrimidin-2-amine